C(C)(C)(C)OC(=O)N1CC2(C1)C[C@@H]([C@@H](CC2)NC=2C=CC=C1C(=NN(C21)C)C2C(NC(CC2)=O)=O)C.C2(=C(C=CC=C2)C=2C(=O)NC(C2)=O)C=2C(=O)NC(C2)=O phenylenebismaleimide tert-butyl-(6S,7R)-7-((3-(2,6-dioxopiperidin-3-yl)-1-methyl-1H-indazol-7-yl)amino)-6-methyl-2-azaspiro[3.5]nonane-2-carboxylate